(R or S)-2-(2-(3,3-dimethyltetrahydro-2H-pyran-4-yl)-2H-pyrazolo[3,4-b]pyrazin-6-yl)-3-methyl-5-(trifluoromethyl)phenol CC1(COCC[C@H]1N1N=C2N=C(C=NC2=C1)C1=C(C=C(C=C1C)C(F)(F)F)O)C |o1:6|